ON(C=1C2=C(B(NN1)O)SC=C2)[O-] 4-(Hydroxy(oxido)amino)thieno[2,3-D][1,2,3]diazaborinin-1(2H)-ol